COC1=C2C(C=C(OC2=CC(=C1OC)OC)C1=CC(=C(C=C1)OC)OC)=O 5,6,7,3',4'-pentamethoxyflavone